C(C(C)(C)C)NC1(CCCCC1)CC1=C(C(=O)N)C=CC=C1 ((1-(neopentylamino)cyclohexyl)methyl)benzamide